C12CN(CC(CC1)N2)C=2C=CC(=C1N=C(SC12)OC)C(=O)NC1=CC2=CN(N=C2C(=C1)F)C 7-(3,8-diazabicyclo[3.2.1]octan-3-yl)-N-(7-fluoro-2-methyl-indazol-5-yl)-2-methoxy-1,3-benzothiazole-4-carboxamide